4,6-Dicyclopropyl-2-(3-(3-((4-methyl-4H-1,2,4-triazol-3-yl)methyl)oxetan-3-yl)phenyl)-2,3-dihydro-1H-pyrrolo[3,4-c]pyridin-1-one C1(CC1)C1=NC(=CC2=C1CN(C2=O)C2=CC(=CC=C2)C2(COC2)CC2=NN=CN2C)C2CC2